CN1N=CC(=C1)S(=O)(=O)Cl 1-methyl-pyrazole-4-sulfonyl chloride